ClC=1C=C(C(=O)NC2CC23CCN(CC3)CCCC3CCOCC3)C=C(C1)Cl 3,5-dichloro-N-(6-(3-(tetrahydro-2H-pyran-4-yl)propyl)-6-azaspiro[2.5]oct-1-yl)benzamide